4-chloro-N-[(3R)-1,1-dimethylsilolan-3-yl]-6-methyl-1H-pyrrolo[2,3-b]pyridine-2-carboxamide ClC1=C2C(=NC(=C1)C)NC(=C2)C(=O)N[C@H]2C[Si](CC2)(C)C